1-(3-(pyrimidin-2-yl)benzyl)cyclopentane-1-carboxamide N1=C(N=CC=C1)C=1C=C(CC2(CCCC2)C(=O)N)C=CC1